4-methoxy-3-((4-methylpentyl)oxy)aniline hydrochloride Cl.COC1=C(C=C(N)C=C1)OCCCC(C)C